2-(3,4-difluorophenyl)acetaldehyde FC=1C=C(C=CC1F)CC=O